(S)-1-(3-(2-isopropoxypyridin-4-yl)-1,2,4-oxadiazol-5-yl)ethan-1-amine C(C)(C)OC1=NC=CC(=C1)C1=NOC(=N1)[C@H](C)N